FC1(CN(CC[C@H]1NC1=NN2C(C(=N1)OC)=C(C=C2)C=2C=C(C1=C(N(C(=N1)C)C(C)C)C2)F)C2(COC2)C)F (R)-N-(3,3-difluoro-1-(3-methyloxetan-3-yl)piperidin-4-yl)-5-(4-fluoro-1-isopropyl-2-methyl-1H-benzo[d]imidazol-6-yl)-4-methoxypyrrolo[2,1-f][1,2,4]triazin-2-amine